2-(4-((3-(2,4-dioxotetrahydropyrimidin-1(2H)-yl)-4-methoxyphenyl)ethynyl)piperidin-1-yl)-6-(6-methyl-7-oxo-6,7-dihydro-1H-pyrrolo[2,3-c]pyridin-4-yl)quinazoline O=C1N(CCC(N1)=O)C=1C=C(C=CC1OC)C#CC1CCN(CC1)C1=NC2=CC=C(C=C2C=N1)C=1C2=C(C(N(C1)C)=O)NC=C2